7-(3,5-dimethylisoxazol-4-yl)-2-(4-fluorobenzyl)imidazo[1,2-c]quinazolin-5-amine CC1=NOC(=C1C1=CC=CC=2C=3N(C(=NC12)N)C=C(N3)CC3=CC=C(C=C3)F)C